(S)-N'-(((R)-2,8-difluoro-1,2,3,5,6,7-hexahydro-s-indacen-4-yl)carbamoyl)-3,3-dimethyl-2,3-dihydropyrazolo[5,1-b]oxazole-7-sulfonimidamide F[C@H]1CC2=C(C=3CCCC3C(=C2C1)NC(=O)N=[S@@](=O)(N)C=1C=NN2C1OCC2(C)C)F